3-(4-(Bis(6-methoxy-[1,1'-biphenyl]-3-yl)amino)phenyl)-N,N-bis(6-methoxy-[1,1'-biphenyl]-3-yl)-1,1,3-trimethyl-2,3-dihydro-1H-inden-5-amin COC1=CC=C(C=C1C1=CC=CC=C1)N(C1=CC=C(C=C1)C1(CC(C2=CC=C(C=C12)N(C=1C=C(C(=CC1)OC)C1=CC=CC=C1)C=1C=C(C(=CC1)OC)C1=CC=CC=C1)(C)C)C)C=1C=C(C(=CC1)OC)C1=CC=CC=C1